B(O)(O)CCC[C@@H]1[C@@](CNC1)(C(=O)O)NC (3R,4S)-4-(3-boronopropyl)-3-(methylamino)pyrrolidine-3-carboxylic acid